4-(2-(azetidin-1-yl)-6-methylpyridin-4-yl)-1-(4-(3,4-dichlorophenyl)-5-(isopropylsulfanyl)thiazol-2-yl)-3-methyl-1H-pyrazole-5-carboxylic acid N1(CCC1)C1=NC(=CC(=C1)C=1C(=NN(C1C(=O)O)C=1SC(=C(N1)C1=CC(=C(C=C1)Cl)Cl)SC(C)C)C)C